phenyl-sulfilimine C1(=CC=CC=C1)S=N